4'-Chloro-5'-(3-(4-(cyanomethyl)-3-methylpyridin-2-yl)-2-fluorophenyl)-3-methyl-1',2'-dihydrospiro[cyclopentane-1,3'-pyrrolo[2,3-b]pyridine]-3-carboxamide ClC1=C2C(=NC=C1C1=C(C(=CC=C1)C1=NC=CC(=C1C)CC#N)F)NCC21CC(CC1)(C(=O)N)C